5-((5-nitrothiazol-2-yl)thio)-1,3,4-thiadiazol-2-amine [N+](=O)([O-])C1=CN=C(S1)SC1=NN=C(S1)N